1-(4-amino-phenylethyl)guanidine gold(I) [Au+].NC1=CC=C(C=C1)CCNC(=N)N